4-(4-(((R)-1-(3-(difluoromethyl)-2-fluorophenyl)ethyl)amino)-2-methyl-[1,2,4]triazolo[4',3':1,6]pyrido[2,3-d]pyrimidin-6-yl)cyclohexan-1-ol FC(C=1C(=C(C=CC1)[C@@H](C)NC=1C2=C(N=C(N1)C)N1C(C(=C2)C2CCC(CC2)O)=NN=C1)F)F